[Si](C)(C)(C(C)(C)C)OC=1C(=C2CCC(OC2=C(C1C)C)(C)CCC=C(CCC=O)C)C 7-(6-((tert-butyldimethylsilyl)oxy)-2,5,7,8-tetramethylchroman-2-yl)-4-methylhept-4-enal